C(#N)C(C)(C)C1=NC(=NC(=C1)OC1=CC=CC=C1)NS(=O)(=O)C=1C=NN(C1)C N-[4-(1-cyano-1-methyl-ethyl)-6-phenoxy-pyrimidin-2-yl]-1-methyl-pyrazole-4-sulfonamide